3-(BUTYLSULFANYL)PROPANAL C(CCC)SCCC=O